tert-butyl 4-(((3S)-3-((1-(2-(2,6-dioxopiperidin-3-yl)-1,3-dioxoisoindolin-5-yl)piperidin-4-yl)oxy)pyrrolidin-1-yl)methyl)piperidine-1-carboxylate O=C1NC(CCC1N1C(C2=CC=C(C=C2C1=O)N1CCC(CC1)O[C@@H]1CN(CC1)CC1CCN(CC1)C(=O)OC(C)(C)C)=O)=O